NC=1C(=NC(=C(N1)C=1OC=CN1)C=1C=CC=2N(C1)C(=CN2)C)C(=O)NC(C)C2OCCC2 3-amino-6-(3-methylimidazo[1,2-a]pyridin-6-yl)-5-(oxazol-2-yl)-N-(1-(tetrahydrofuran-2-yl)ethyl)pyrazine-2-carboxamide